O=C1CC(CN1)C(=O)NCC1=CC=C(C=C1)NC1=CC=C(C=C1)N1CCC(CC1)CCC 5-Oxo-N-(4-((4-(4-propylpiperidin-1-yl)phenyl)amino)benzyl)pyrrolidine-3-carboxamide